COC=1C=C(C=CC1)C=1N=CN2C1C=CC=C2 1-(3-methoxyphenyl)imidazo[1,5-a]pyridine